C(C)(=O)N(C1=CC(=C(C(=N1)SCC)C(=O)NCC1=CC(=CC=C1)F)C)C 6-(Acetyl-methyl-amino)-2-ethylsulfanyl-N-[(3-fluorophenyl)-methyl]-4-methyl-pyridine-3-carboxylic acid amide